N-([1,1'-biphenyl]-2-yl)methanesulfonamide C1(=C(C=CC=C1)NS(=O)(=O)C)C1=CC=CC=C1